3-amino-4-ethoxycyclobut-3-ene-1,2-dione NC=1C(C(C1OCC)=O)=O